CC=1N=C2N(N=C(C=C2C)C2=CC3=C(N=C(N=N3)C3CCN(CC3)C)C(=C2)F)C1 7-(2,8-dimethylimidazo[1,2-b]pyridazin-6-yl)-5-fluoro-3-(1-methylpiperidin-4-yl)-1,2,4-benzotriazine